Dibenzyl-zirconium C(C1=CC=CC=C1)[Zr]CC1=CC=CC=C1